4-(6-hydroxy-2,3-dihydro-4H-benzo[b][1,4]oxazin-4-yl)butanoic acid OC1=CC2=C(OCCN2CCCC(=O)O)C=C1